(3aS,4S,6S)-3a,5,5-Trimethylhexahydro-4,6-methanobenzo[d][1,3,2]dioxaborole C[C@]12C(OBO1)C[C@H]1C([C@@H]2C1)(C)C